BrC=1C=C(C(=O)OC)C=CC1OC[C@@H](C)O methyl (R)-3-bromo-4-(2-hydroxypropoxy)benzoate